1-((1,3-Dioxolan-2-yl)methyl)-3,5-dibromo-1H-1,2,4-triazole O1C(OCC1)CN1N=C(N=C1Br)Br